C(CC=1C(=NC=CC1)CN)C=1C(=NC=CC1)CN ethylenebis(2-aminomethylpyridine)